C(=C)C1=CC2=C(C=N1)CNC2=O 6-vinyl-2H,3H-pyrrolo[3,4-c]pyridin-1-one